(S)-3-((4-bromo-2-fluorophenoxy)methyl)pyrrolidine hydrochloride Cl.BrC1=CC(=C(OC[C@@H]2CNCC2)C=C1)F